ClC=1C=2CCN(C(C2C(=C2C1OC(O2)(C)C21CCC(CC2)(CC1)N(C)C)C)=O)CC=1C(NC(=CC1OC)C)=O 9-chloro-2-(4-(dimethylamino)bicyclo[2.2.2]octan-1-yl)-6-((4-methoxy-6-methyl-2-oxo-1,2-dihydropyridin-3-yl)methyl)-2,4-dimethyl-7,8-dihydro[1,3]dioxolo[4,5-g]isoquinolin-5(6H)-one